C(#N)C=1C2=C(SC1NC(OC(C)(C)C)=O)CCCC2=O tert-butyl (3-cyano-4-oxo-4,5,6,7-tetrahydrobenzo[b]thiophen-2-yl)carbamate